C1(=CC=CC=C1)N(C(C1=CC=CC=C1)=O)OS(=O)(=O)C1=CC=C(C)C=C1 N-phenyl-N-(tosyloxy)benzamide